C1(=CC=C(C=C1)C(=C)C=C)C 2-p-tolyl-1,3-butadiene